ClC1=CC=C(C=C1)NC(C1=C(C=CC=C1)C1=CC=CC=C1)=S N-(4-chlorophenyl)phenylthiobenzamide